OC1CCN(CC1)C1=CC=C(C=O)C=C1 4-(4-Hydroxy-piperidin-1-yl)benzaldehyde